FC1=C(C=CC(=C1F)OCC1(CC1)F)NC=1C2=C(N=CN1)C=CC(=N2)N2[C@@H]1CN([C@H](C2)C1)C(C=C)=O 1-((1S,4S)-5-(4-((2,3-difluoro-4-((1-fluorocyclopropyl)methoxy)phenyl)amino)pyrido[3,2-d]pyrimidin-6-yl)-2,5-diazabicyclo[2.2.1]heptan-2-yl)prop-2-en-1-one